3-(N,O-DIMETHYLHYDROXYLAMINOCARBONYL)PHENYLBORONIC ACID B(C1=CC(=CC=C1)C(=O)N(C)OC)(O)O